COC(\C=C\CC[C@@H](C(=O)NC=1C(N(C=CC1)CC(=O)NC12CC3(CC(CC(C1)(C3)C)(C2)C)C)=O)NC(=O)C2=C(N=C(S2)C(F)(F)F)C)=O (S,E)-Methyl-7-(1-(2-(3,5,7-trimethyl-1-adamantylamino)-2-oxoethyl)-2-oxo-1,2-dihydropyridin-3-ylamino)-6-(4-methyl-2-(trifluoromethyl)thiazol-5-carboxamido)-7-oxohept-2-enoat